N-((1r,3r)-3-cyanocyclobutyl)-5-(4-((3-ethyl-2-oxo-2,3-dihydro-1H-pyrimido[4,5,6-de]quinazolin-8-yl)methyl)piperazin-1-yl)-6-methylpicolinamide C(#N)C1CC(C1)NC(C1=NC(=C(C=C1)N1CCN(CC1)CC1=CC=2C3=C(N(C(NC3=C1)=O)CC)N=CN2)C)=O